FC=1C(=NC=CC1)C(O)([2H])[2H] (3-fluoropyridin-2-yl)methan-d2-ol